ICCCCCCCCC=CC=CCC 1-iodo-9,11-tetradecadiene